(1S,3S)-1-(4-(((3R,5R,7R)-adamantan-1-yl)carbamoyl)phenyl)-3-butyl-6-methoxy-3,4-dihydroisoquinoline-2(1H)-carboxylic acid tert-butyl ester C(C)(C)(C)OC(=O)N1[C@H](C2=CC=C(C=C2C[C@@H]1CCCC)OC)C1=CC=C(C=C1)C(NC12CC3CC(CC(C1)C3)C2)=O